C(C)(C)(C)OC(=O)N1CCC(CC1)COC1=COC(=CC1=O)C=O 4-(((6-formyl-4-oxo-4H-pyran-3-yl)oxy)methyl)piperidine-1-carboxylic acid tert-butyl ester